Cl.O=C1N(CC2=CC(=CC=C12)C1CCN(CC1)CC=1N=C2N(C=C(C=C2)C2=CC=CC=C2)C1)C1C(NC(CC1)=O)=O 3-(1-oxo-5-(1-((6-phenylimidazo[1,2-a]pyridin-2-yl)methyl)piperidin-4-yl)isoindolin-2-yl)piperidine-2,6-dione hydrochloride